4-(4-(3-(4-(trifluoromethyl)phenyl)propanoyl)-3,4-dihydro-2H-pyrido[4,3-b][1,4]oxazin-8-yl)-benzonitrile FC(C1=CC=C(C=C1)CCC(=O)N1C2=C(OCC1)C(=CN=C2)C2=CC=C(C#N)C=C2)(F)F